(S)-3-(1-(8-amino-1-methylimidazo[1,5-a]pyrazin-3-yl)ethyl)-5-chloro-6-fluoro-2-isopropoxybenzoic acid ethyl ester C(C)OC(C1=C(C(=CC(=C1F)Cl)[C@H](C)C1=NC(=C2N1C=CN=C2N)C)OC(C)C)=O